3-[3-methyl-2-oxo-4-[5-(2-oxopiperazin-1-yl)pentyl]benzimidazol-1-yl]piperidine-2,6-dione CN1C(N(C2=C1C(=CC=C2)CCCCCN2C(CNCC2)=O)C2C(NC(CC2)=O)=O)=O